C(C1=CC=CC=C1)OC(=O)C1=C(NC(=C(C1C=1C2=C(SC1)C=CC(=C2)F)C(C)=O)C)C 5-acetyl-4-(5-fluorobenzo[b]thiophen-3-yl)-2,6-dimethyl-1,4-dihydropyridine-3-carboxylic acid benzyl ester